3-((8-chloro-1-(2,6-dichlorophenyl)-2-methyl-4-oxo-1,4-dihydro-1,6-naphthyridin-5-yl)amino)-2-hydroxy-N-(2-hydroxyethyl)propionamide ClC=1C=NC(=C2C(C=C(N(C12)C1=C(C=CC=C1Cl)Cl)C)=O)NCC(C(=O)NCCO)O